1-(1,4-dimethyl-3-cyclohexene-1-yl)ethanone CC1(CC=C(CC1)C)C(C)=O